4-(2-bromoethoxy)phenyl-3-(3,4-dimethoxyphenyl)-2-propen-1-one BrCCOC1=CC=C(C=C1)C(C=CC1=CC(=C(C=C1)OC)OC)=O